1-(3-((7-(4,4-difluoropiperidin-1-yl)-7-oxoheptyl)amino)phenyl)dihydropyrimidine-2,4(1H,3H)-dione FC1(CCN(CC1)C(CCCCCCNC=1C=C(C=CC1)N1C(NC(CC1)=O)=O)=O)F